CN([C@@H](C(=O)NC=1C=C2CC(CC2=C(C1)F)CN(CCC1CN(C(O1)=O)C1=NC2=C(OCC(N2)=O)N=C1)C)C)C (2R)-2-(Dimethylamino)-N-[7-fluoro-2-[[methyl-[2-[2-oxo-3-(3-oxo-4H-pyrazino[2,3-b][1,4]oxazin-6-yl)oxazolidin-5-yl]ethyl]amino]methyl]indan-5-yl]propanamide